(S)-8-chloro-4-((3-chloro-4-fluorophenyl)amino)-6-(((4,6-dichloropyridin-3-yl)(1-isopropyl-1H-1,2,3-triazol-4-yl)methyl)amino)quinoline-3-carbonitrile ClC=1C=C(C=C2C(=C(C=NC12)C#N)NC1=CC(=C(C=C1)F)Cl)N[C@H](C=1N=NN(C1)C(C)C)C=1C=NC(=CC1Cl)Cl